ClC=1C=C2C=C(NC2=CC1)C1=CC2=C(N(C(O2)=O)C)C=C1 6-(5-chloro-1H-indol-2-yl)-3-methylbenzo[D]oxazol-2(3H)-one